OC1=CC=C2C=C(C=NC2=N1)N([C@H]1CN(CC1)C(=O)OC(C)(C)C)C tert-butyl (3R)-3-[(7-hydroxy-1,8-naphthyridin-3-yl)(methyl)amino]pyrrolidine-1-carboxylate